1-(2-oxo-2-(5-(3-(trifluoromethyl)pyridin-4-yl)isoindolin-2-yl)ethyl)-1H-1,2,4-triazole-3-carbonitrile O=C(CN1N=C(N=C1)C#N)N1CC2=CC=C(C=C2C1)C1=C(C=NC=C1)C(F)(F)F